4-nitrobenzoic acid 6-(5H-imidazo[5,1-a]isoindol-5-yl)-6,7-dihydro-5H-cyclopenta[c]pyridin-7-yl ester C=1N=CN2C1C1=CC=CC=C1C2C2CC1=C(C=NC=C1)C2OC(C2=CC=C(C=C2)[N+](=O)[O-])=O